ClC1=C(C=CC=C1)[C@@H](C)OC(=O)NC=1C(=NOC1C1=CC=C(C=C1)N(C(=O)C1C(C1C(=O)OC)(F)F)C)C methyl 3-((4-(4-((((R)-1-(2-chlorophenyl)ethoxy)carbonyl)amino)-3-methylisoxazol-5-yl)phenyl)(methyl)carbamoyl)-2,2-difluorocyclopropane-1-carboxylate